FC1=CC=CC(=N1)C(N)=NO 6-fluoro-N'-hydroxypyridine-2-carboximidamide